1-pentadecanoyl-2-(9Z,12Z-heptadecadienoyl)-glycero-3-phosphoserine CCCCCCCCCCCCCCC(=O)OC[C@H](COP(=O)(O)OC[C@@H](C(=O)O)N)OC(=O)CCCCCCC/C=C\C/C=C\CCCC